C(C1=CC=CC=C1)N1CCN(CCN(CC1)CC=1C(=C(C(=O)N)C=C(C1)C)O)CC=1C(=C(C(=O)N)C=C(C1)C)O 3'-[(7-benzyl-1,4,7-triazacyclononane-1,4-diyl)bis(methylene)]bis(2-hydroxy-5-methylbenzamide)